(methylsulfinyl)propyl isothiocyanate CS(=O)CCCN=C=S